3,6-dichloro-2-benzothiophenecarboxylic acid ClC1=C(SC2=C1C=CC(=C2)Cl)C(=O)O